C[NH3+] (N-methyl)ammonium